C1(=CC=CC=C1)C(C#C)(O)C1=CC=CC=C1 1,1-diphenyl-2-propyne-1-ol